3-(Decyloxy)-2,2-bis((decyloxy)methyl)propyl 4-(4-(2-hydroxyethyl)piperazin-1-yl)butanoate OCCN1CCN(CC1)CCCC(=O)OCC(COCCCCCCCCCC)(COCCCCCCCCCC)COCCCCCCCCCC